C(N)(=O)C=1N=C2C(=NC1)N(/C(/S2)=N/C(=O)C2=C(N=C(O2)C)CC)C/C=C/CNC(OC(C)(C)C)=O tert-butyl ((E)-4-((Z)-6-carbamoyl-2-((4-ethyl-2-methyloxazole-5-carbonyl)imino)thiazolo[4,5-b]pyrazin-3(2H)-yl)but-2-en-1-yl)carbamate